tert-butyl 3-(6-benzyloxy-3-pyridyl)-4,4-difluoro-piperidine-1-carboxylate C(C1=CC=CC=C1)OC1=CC=C(C=N1)C1CN(CCC1(F)F)C(=O)OC(C)(C)C